ClC1=CC=C2C3(C(N(C2=C1)C1=CC=CC=C1)=O)CC1=CC=C(C=C1C3)C(=O)O 6'-chloro-2'-oxo-1'-phenyl-1,3-dihydrospiro[indene-2,3'-indoline]-5-carboxylic acid